6-{5-[(1S)-1-{[6-chloro-5-(trifluoromethyl)-1,3-benzooxazol-2-yl]amino}ethyl]-1H-1,2,4-triazol-1-yl}-N-ethylpyridine-3-carboxamide ClC1=CC2=C(N=C(O2)N[C@@H](C)C2=NC=NN2C2=CC=C(C=N2)C(=O)NCC)C=C1C(F)(F)F